CC1(CC1)NS(=O)(=O)N1CC2(C1)CN(C2)C(=O)OC(C)(C)C tert-butyl 2-[(1-methylcyclopropyl) sulfamoyl]-2,6-diazaspiro[3.3]heptane-6-carboxylate